O=C1C[C@@H](OC2=C1C=C(C=C2)C(F)(F)F)C(=O)NC21CC(C2)(C1)N1C=NC(=C1)C1CC(C1)OC(F)(F)F (2R)-4-oxo-N-(3-{4-[(1s,3S)-3-(trifluoromethoxy)cyclobutyl]-1H-imidazol-1-yl}bicyclo[1.1.1]pentan-1-yl)-6-(trifluoromethyl)-3,4-dihydro-2H-1-benzopyran-2-carboxamide